N-[(6-Amino-2-pyridyl)sulfonyl]-2-[1-(3-chlorophenyl)ethyl-methyl-amino]-6-(3-fluoro-5-isobutoxyphenyl)pyridin-3-carboxamid NC1=CC=CC(=N1)S(=O)(=O)NC(=O)C=1C(=NC(=CC1)C1=CC(=CC(=C1)OCC(C)C)F)N(C)C(C)C1=CC(=CC=C1)Cl